Thiodiazole C1=CN(N=C1)S